[6-[(6Ar,10aR)-1-hydroxy-9-(hydroxymethyl)-6,6-dimethyl-6a,7,10,10a-tetrahydrobenzo[c]chromen-3-yl]-6-methylheptyl] nitrate [N+](=O)(OCCCCCC(C)(C)C1=CC(=C2[C@H]3[C@H](C(OC2=C1)(C)C)CC=C(C3)CO)O)[O-]